lithium iron vanadium-titanium fluorine diethyl trans-cyclohex-4-ene-1,2-dicarboxylate [C@@H]1([C@@H](CC=CC1)C(=O)OCC)C(=O)OCC.[F].[Ti].[V].[Fe].[Li]